(S)-N-(1-((4-(N-(tert-butyl)sulfamoyl)phenyl)amino)-1-oxo-3-(piperidin-4-yl)propan-2-yl)-5-fluoropicolinamide C(C)(C)(C)NS(=O)(=O)C1=CC=C(C=C1)NC([C@H](CC1CCNCC1)NC(C1=NC=C(C=C1)F)=O)=O